(±)-2-(exo-bicyclo[2.2.1]hept-2-yl)-N-{1-oxo-4-[4-(trifluoromethyl)phenyl]phthalazin-2(1H)-yl}acetamide C12C(CC(CC1)C2)CC(=O)NN2C(C1=CC=CC=C1C(=N2)C2=CC=C(C=C2)C(F)(F)F)=O